CN(C(\C=C\C(=O)O)=O)CCCCCC(C)C N-methyl-N-isooctyl-fumaric acid amide